CC=1C=2N(C=C(N1)C)N=C(C2)C2=NC1=CC=C(C=C1C(N2)=O)N2CCNCC2 2-(4,6-dimethylpyrazolo[1,5-a]pyrazin-2-yl)-6-(piperazin-1-yl)quinazolin-4(3H)-one